N-[4-[8-amino-6-methyl-3-(trideuteriomethyl)imidazo[1,5-a]pyrazin-1-yl]-2,3-difluoro-phenyl]-2-(3-chlorophenyl)-2-hydroxy-acetamide NC=1C=2N(C=C(N1)C)C(=NC2C2=C(C(=C(C=C2)NC(C(O)C2=CC(=CC=C2)Cl)=O)F)F)C([2H])([2H])[2H]